6-Bromo-2-(2-((tert-butyldimethylsilyl)oxy)ethyl)-8-methoxy-1,2,3,4-tetrahydroisoquinoline BrC=1C=C2CCN(CC2=C(C1)OC)CCO[Si](C)(C)C(C)(C)C